3-(1H-indol-3-yl)-3-oxopropanoic acid methyl ester COC(CC(=O)C1=CNC2=CC=CC=C12)=O